BrC1=CC=CC(=N1)C1=NN=C2N1C(CCC2)CC 3-(6-Bromopyridin-2-yl)-5-ethyl-5,6,7,8-tetrahydro-[1,2,4]triazolo[4,3-a]pyridine